C(#N)C1=CC=C(C=C1)N1N=CC(=C1)C=1CCN(CC1)C(=O)OC(C)(C)C tert-Butyl 4-(1-(4-cyanophenyl)-1H-pyrazol-4-yl)-3,6-dihydropyridine-1(2H)-carboxylate